7-(8-ethyl-7-fluoro-3-(methoxymethoxy)naphthalen-1-yl)-8-fluoro-2-(methylsulfanyl)-5-((triisopropylsilylethynyl)pyrido[4,3-d]pyrimidin-4-yl)-3-methylpiperidin-3-ol C(C)C=1C(=CC=C2C=C(C=C(C12)C1=C(C=2N=C(N=C(C2C=N1)C1CC(C(NC1)SC)(O)C)C#C[Si](C(C)C)(C(C)C)C(C)C)F)OCOC)F